ClC1=C(C=CC=C1)N1C(N=C(C2=C1C=C(S2)C(F)(F)F)NC)=O 1-(2-chlorophenyl)-4-(methylamino)-6-(trifluoromethyl)thieno[3,2-d]pyrimidin-2(1H)-one